C(C)OC=1C=C(C=2N(C1)N=C1C2C=NN1)C=1C=CC(=NC1)N1CCC(CC1)(C(=O)NCC(C)C)CO 1-(5-(6-ethoxy-1H-pyrazolo[3',4':3,4]pyrazolo[1,5-a]pyridin-4-yl)pyridin-2-yl)-4-(hydroxymethyl)-N-isobutylpiperidine-4-carboxamide